CC1=C(C(=O)NN)C=C(C=C1)[N+](=O)[O-] 2-methyl-5-nitro-benzohydrazide